5'-Bromo-4'-chloro-1',2'-dihydrospiro[cyclohexane-1,3'-pyrrolo[2,3-b]pyridine]-4-carboxylic acid BrC=1C(=C2C(=NC1)NCC21CCC(CC1)C(=O)O)Cl